5-[1-(2-phenylacetyl)azetidin-3-yl]-1,3-thiazole-4-carboxylic acid ethyl ester C(C)OC(=O)C=1N=CSC1C1CN(C1)C(CC1=CC=CC=C1)=O